4-(1,4-dioxaspiro[4.5]dec-7-en-8-yl)-2-(1-methylpyrazol-3-yl)-5-(trifluoromethyl)pyrazol-3-amine O1CCOC12CC=C(CC2)C2=C(N(N=C2C(F)(F)F)C2=NN(C=C2)C)N